N-((2R)-1-(2-ethyl-1,3-dioxo-4-phenyl-2,8-diazaspiro[4.5]decan-8-yl)-3-methyl-1-oxobutan-2-yl)-2-fluoro-5-(trifluoromethyl)benzamide C(C)N1C(C2(C(C1=O)C1=CC=CC=C1)CCN(CC2)C([C@@H](C(C)C)NC(C2=C(C=CC(=C2)C(F)(F)F)F)=O)=O)=O